N-[1-(difluoromethyl)cyclopropyl]-2-(3-pyridyl)indazole-4-carboxamide FC(C1(CC1)NC(=O)C=1C2=CN(N=C2C=CC1)C=1C=NC=CC1)F